6-methyl-1,3-dihydrofuro[3,4-c]pyridine 5-oxide CC1=CC2=C(C=[N+]1[O-])COC2